CC(C(=O)O)(C)S(=O)(=O)C.N1(CCOCC1)C1=CC=C(C=C1)NC1=NC2=C(C=CC=C2C=N1)C=1C=C(C=CC1)NC(\C=C/C)=O (Z)-N-(3-(2-((4-morpholinylphenyl)amino)quinazolin-8-yl)phenyl)but-2-enamide 2-methyl-2-methylsulfonyl-propanoate